din-amyl sulfide C(CCCC)SCCCCC